pentane-5-carbonitrile trifluoroacetate FC(C(=O)O)(F)F.CCCCCC#N